C(C1=CC=CC=C1)OC=1C=CC2=C(C(=C(O2)C)C(=O)NC2CCN(CC2)CCCOC)C1 5-(benzyloxy)-N-(1-(3-methoxypropyl)piperidin-4-yl)-2-methylbenzofuran-3-carboxamide